azetidine-3-carbonitrile formate C(=O)O.N1CC(C1)C#N